di(2-propenyl)di(sec-butoxy)silane C(C=C)[Si](OC(C)CC)(OC(C)CC)CC=C